((R)-2-(2-Chloro-4-fluorophenyl)azepan-1-yl)-3-fluoro-N-((R,E)-4-(methylsulfonyl)but-3-en-2-yl)picolinamide ClC1=C(C=CC(=C1)F)[C@@H]1N(CCCCC1)C1=C(C(=NC=C1)C(=O)N[C@H](C)\C=C\S(=O)(=O)C)F